7-fluoro-5-(4,4,5,5-tetramethyl-1,3,2-dioxaborolan-2-yl)-1H-benzo[d][1,2,3]triazole FC1=CC(=CC2=C1NN=N2)B2OC(C(O2)(C)C)(C)C